fumaric acid diformate C(=O)O.C(=O)O.C(\C=C\C(=O)O)(=O)O